2,5-Difluoroanisol FC1=C(C=C(C=C1)F)OC